C1(CC1)C=1C=NC(=NC1)N1C[C@H]([C@@H](CC1)N1C([C@@H](CC1)OC[C@H]1N(CC2=CC=CC=C12)C1=C(C(NN=C1)=O)C(F)(F)F)=O)O 5-((S)-1-((((R)-1-((3R,4R)-1-(5-cyclopropylpyrimidin-2-yl)-3-hydroxypiperidin-4-yl)-2-oxopyrrolidin-3-yl)oxy)methyl)isoindolin-2-yl)-4-(trifluoromethyl)pyridazin-3(2H)-one